Bis(N2,N6-di-isobutyryl-Lysine) zinc salt [Zn+2].C(C(C)C)(=O)N[C@@H](CCCCNC(C(C)C)=O)C(=O)[O-].C(C(C)C)(=O)N[C@@H](CCCCNC(C(C)C)=O)C(=O)[O-]